CC1=CC=CC(=N1)C1=C(N=CN1)C=1C=C2C=C(C=NC2=CC1)C=1SC(=CN1)C(=O)OCCN1CCNCC1 2-piperazin-1-ylethyl 2-[6-[5-(6-methyl-2-pyridyl)-1H-imidazol-4-yl]-3-quinolyl]thiazole-5-carboxylate